ClC1(C(C(F)(F)Cl)(F)O1)F 1,3-dichloro-1,2,3,3-tetrafluoro propylene oxide